1-(4-[[5-hydroxy-2-(4-hydroxyphenyl)-3-methyl-1H-indol-1-yl]methyl]phenyl)-1,4,7,10-tetraoxadodecan-12-oic acid OC=1C=C2C(=C(N(C2=CC1)CC1=CC=C(C=C1)OCCOCCOCCOCC(=O)O)C1=CC=C(C=C1)O)C